methyl 2-bromo-4-(difluorometh-yl)-5-fluoro-benzoate BrC1=C(C(=O)OC)C=C(C(=C1)C(F)F)F